Methyl 3-(5-Acetylthiophen-2-yl)-3-(3-{[(4-methoxybenzyl) Oxy] Methyl}-4-Methylphenyl)-2-Methylpropanoate C(C)(=O)C1=CC=C(S1)C(C(C(=O)OC)C)C1=CC(=C(C=C1)C)COCC1=CC=C(C=C1)OC